FC(C=1N=C(OC1C(=O)N1[C@H](C2=C(CC1)NC=N2)C2=NN1C(C(=CC=C1)F)=C2)C=2C=NN(C2)C)F (R)-(4-(difluoromethyl)-2-(1-methyl-1H-pyrazol-4-yl)oxazol-5-yl)(4-(4-fluoropyrazolo[1,5-a]pyridin-2-yl)-6,7-dihydro-1H-imidazo[4,5-c]pyridin-5(4H)-yl)methanone